C(C(=O)O)(=O)O.C(C(=O)O)(=O)O.S(N=C=O)N=C=O thioisocyanate bisoxalate